TRANS-2-({2-[(4-methoxyphenyl)methyl]-4-methyl-2-azabicyclo[3.1.1]heptan-3-yl}methyl)-2,3-dihydro-1H-isoindole-1,3-dione COC1=CC=C(C=C1)CN1C2CC(C(C1CN1C(C3=CC=CC=C3C1=O)=O)C)C2